Cl.ClC1=C(C=CC(=C1)C(F)(F)F)C=1OC2=C(C(C1)=O)C(=CC(=C2[C@H]2[C@@H](N(CC2)C)CO)O)O (+)-trans-2-(2-chloro-4-trifluoromethylphenyl)-5,7-dihydroxy-8-(2-hydroxymethyl-1-methyl-pyrrolidin-3-yl)-benzopyran-4-one hydrochloride